BrC=1N(C(=C(N1)Br)Br)CC1=CC=C(C=C1)Cl 2,4,5-tribromo-1-[(4-chlorophenyl)methyl]-1H-imidazole